1-(2,5-difluoro-4-methyl-phenyl)-3-[(1S)-1-(2-pyrimidin-2-yl-1,2,4-triazol-3-yl)ethyl]urea FC1=C(C=C(C(=C1)C)F)NC(=O)N[C@@H](C)C=1N(N=CN1)C1=NC=CC=N1